C(C)(C)(C)C1OC2=C(C(N3[C@@H]1CNCC3)=O)C(=NC(=C2Cl)C2=C(C=CC=C2F)OC(=O)OC(C)(C)C)F tert-butyl-(6aR)-3-(2-((tert-butoxycarbonyl)oxy)-6-fluorophenyl)-4-chloro-1-fluoro-12-oxo-6a,7,9,10-tetrahydro-12H-pyrazino[2,1-c]pyrido[3,4-f][1,4]oxazepine